(+)-4-(4-(1-aminoethyl)-8-fluoroquinolin-6-yl)-5-fluoro-N-(1-(methylsulfonyl)piperidin-4-yl)pyrimidin-2-amine NC(C)C1=CC=NC2=C(C=C(C=C12)C1=NC(=NC=C1F)NC1CCN(CC1)S(=O)(=O)C)F